4-((2-(cyclopropylamino)pyrimidin-4-yl)oxy)-2-oxopyrrolidin C1(CC1)NC1=NC=CC(=N1)OC1CC(NC1)=O